CS(=O)(=O)N[C@@H]1[C@@H](N(CCC1)C(=O)OC(C)(C)C)CO[C@@H]1CC[C@@H](CC1)C1=CC=CC=C1 tert-butyl cis-3-((methylsulfonyl)amino)-2-(((cis-4-phenylcyclohexyl) oxy)methyl)-piperidine-1-carboxylate